ClC1=NN2C(N=CC3=C2[C@@](CN3C(=O)NC=3C=NC(=C(C3)C(F)(F)F)C(NOC)=O)(C(F)(F)F)C)=C1 (R)-2-chloro-N-(6-(methoxycarbamoyl)-5-(trifluoromethyl)pyridin-3-yl)-8-methyl-8-(trifluoromethyl)-7,8-dihydro-6H-pyrazolo[1,5-a]pyrrolo[2,3-e]pyrimidine-6-carboxamide